BrC1=CCN(C=C1)[C@H](CO[Si](C)(C)C(C)(C)C)C1=CC(=CC=C1)Cl (S)-4-bromo-1-(2-((tert-butyldimethylsilyl)oxy)-1-(3-chlorophenyl)-ethyl)pyridine